((4-(thiophene-2-carbonyl)piperazin-1-yl)methyl)-4H-benzopyran-4-one S1C(=CC=C1)C(=O)N1CCN(CC1)CC=1OC2=C(C(C1)=O)C=CC=C2